BrC1=CC(=C(C=C1)N1C(NC(CC1)=O)=O)C 1-(4-Bromo-2-methylphenyl)dihydropyrimidine-2,4(1H,3H)-dione